C(C1=CC=CC=C1)OC1(C2=NN=C(C=3C(=CC(=C(C(C(CC=CCC1)(C)C)=O)N3)C(F)(F)F)NC(OC(C)(C)C)=O)O2)C(F)(F)F tert-butyl N-[6-benzyloxy-12,12-dimethyl-13-oxo-6,15-bis(trifluoromethyl)-19-oxa-3,4,18-triazatricyclo[12.3.1.12,5]nonadeca-1(18),2,4,9,14,16-hexaen-17-yl]carbamate